2-(4-fluorophenyl)-7-(methylsulfonyl)benzo[d]imidazo[2,1-b]thiazole FC1=CC=C(C=C1)C=1N=C2SC3=C(N2C1)C=CC(=C3)S(=O)(=O)C